CC1(C(N[C@@H](C1)C)=O)C (R)-3,3,5-Tri-methylpyrrolidin-2-on